7-cyclopentyl-N,N-dimethyl-2-[[5-[4-[4-(4-piperidinyl)cyclohexyl]-piperazin-1-yl]-2-pyridinyl]amino]pyrrolo[2,3-d]pyrimidine-6-carboxamide C1(CCCC1)N1C(=CC2=C1N=C(N=C2)NC2=NC=C(C=C2)N2CCN(CC2)C2CCC(CC2)C2CCNCC2)C(=O)N(C)C